CC1=C(C=CC(=C1)N1CCC(CC1)N)C(O)(C1=CC=CC=C1)C(O)(C1=CC=CC=C1)C1=CC=CC=C1 2-methyl-4-(4-aminopiperidinyl)benzopinacol